COC1=C(C(=CC=C1)OC)CN (2,6-dimethoxyphenyl)methanamine